1,1-dimethyl-3-nitropropene CC(=CC[N+](=O)[O-])C